4-((tert-butoxycarbonyl)amino)-3'-(difluoromethyl)-[1,1'-biphenyl]-3-carboxylic acid C(C)(C)(C)OC(=O)NC1=C(C=C(C=C1)C1=CC(=CC=C1)C(F)F)C(=O)O